CS(=NC(=O)C1=CC(=NC2=CC=CC=C12)COC1=CC=C(C=C1)C1=NN(C=C1C1=CC=NC=C1)CC)(=O)C N-[Dimethyl(oxo)-λ6-sulfanylidene]-2-[[4-[1-ethyl-4-(4-pyridyl)pyrazol-3-yl]phenoxy]methyl]quinoline-4-carboxamide